C(CCCCCCCCCCCCCCC)N1C(=C(C(C=C1)=O)O)O N-hexadecyl-2,3-dihydroxypyridin-4-one